O=C1N2C(=NN1C13CC(C1)(C3)C#N)CC[C@@H]2C2=CC=C(C=C2)C (R)-3-(3-oxo-5-(p-tolyl)-6,7-dihydro-3H-pyrrolo[2,1-c][1,2,4]triazol-2(5H)-yl)bicyclo[1.1.1]pentane-1-carbonitrile